5-chloro-4-(2,6-dimethylmorpholin-4-yl)-2-(4-pyridinyl)-1H-pyrimidin-6-one ClC1=C(N=C(NC1=O)C1=CC=NC=C1)N1CC(OC(C1)C)C